monotriphenylphosphine silver (I) monochloride [Ag]Cl.C1(=CC=CC=C1)P(C1=CC=CC=C1)C1=CC=CC=C1